C1OC2=CSC=C2OC1 3,4-ethylendioxy-thiophen